NC=1N=C2N(C=C(C=C2)C2=C(C(=CC=C2)F)C)C1C(=O)C1=CC=CC=C1 (2-amino-6-(3-fluoro-2-methylphenyl)imidazo[1,2-a]pyridin-3-yl)(phenyl)methanone